C(CCCCCCC)N=C1OCN2C1CCCC2 (octylimino)hexahydro[1,3]oxazolo[3,4-a]pyridine